CN1N=NC2=C1C=CC(=C2C)[C@H](CC(=O)OCC)C2=CC(=C(C=C2)C)CN2C[C@H](OC1=C(C2)N=C(C(=C1)F)O)CC Ethyl (R)-3-(1,4-dimethyl-1H-benzo[d][1,2,3]triazol-5-yl)-3-(3-(((R)-2-ethyl-8-fluoro-7-hydroxy-2,3-dihydropyrido[2,3-f][1,4]oxazepin-4(5H)-yl)methyl)-4-methylphenyl)propanoate